2-(4-((3,5-difluoropyridin-2-yl)methyl)piperazin-1-yl)-6-fluoro-4-isobutylbenzonitrile FC=1C(=NC=C(C1)F)CN1CCN(CC1)C1=C(C#N)C(=CC(=C1)CC(C)C)F